CC/C=C\\C/C=C\\CC1C(O1)C/C=C\\C/C=C\\C/C=C\\CCC(=O)O The molecule is an EpDPE obtained by formal epoxidation across the 13,14-double bond of all-cis-docosa-4,7,10,13,16,19-hexaenoic acid. It has a role as a human xenobiotic metabolite. It derives from an all-cis-docosa-4,7,10,13,16,19-hexaenoic acid. It is a conjugate acid of a (4Z,7Z,10Z,16Z,19Z)-13,14-epoxydocosapentaenoate.